ClC1=CNC2=CC(=C(C(=C12)C)CN)C (3-chloro-4,6-dimethyl-1H-indol-5-yl)methanamine